3-ethyl (3S,5S)-8-ethyl-6-oxo-2,7-diazaspiro[4.4]nonane-2,3-dicarboxylate C(C)C1NC([C@]2(C[C@H](N(C2)C(=O)[O-])C(=O)OCC)C1)=O